1-(difluoromethyl)-3-methylindazole-5-carboxylic acid FC(N1N=C(C2=CC(=CC=C12)C(=O)O)C)F